O[C@@H](CCCCCCC(C(=O)OCC)(C)C)[C@H](CCCCCCC(C(=O)OCC)(C)C)OC diethyl (9S,10S)-9-hydroxy-10-methoxy-2,2,17,17-tetramethyloctadecanedioate